1-(3-bromophenyl)-2,3-bis(diphenylphosphoryl)propan-1-one BrC=1C=C(C=CC1)C(C(CP(=O)(C1=CC=CC=C1)C1=CC=CC=C1)P(=O)(C1=CC=CC=C1)C1=CC=CC=C1)=O